benzyl-2-ethyl-1H-benzo[d]Imidazole-6-carbonitrile C(C1=CC=CC=C1)N1C(=NC2=C1C=C(C=C2)C#N)CC